4-({4-methoxy-7-phenyl-[1,3]thiazolo[4,5-c]pyridin-2-yl}carbamoyl)benzoic acid COC1=NC=C(C2=C1N=C(S2)NC(=O)C2=CC=C(C(=O)O)C=C2)C2=CC=CC=C2